3-((4-(bromomethyl)pyridin-2-yl)amino)piperidine-2,6-dione BrCC1=CC(=NC=C1)NC1C(NC(CC1)=O)=O